2-propyl-1-tridecyl alcohol C(CC)C(CO)CCCCCCCCCCC